C(C)(C)(C)C1=C(C=CC(=C1)O)OC tert-butyl-para-hydroxyanisole